pentaerythritol tetrakis[β-(3,5-di-tert-butyl-4-hydroxyphenyl) propanoate] C(C)(C)(C)C=1C=C(C=C(C1O)C(C)(C)C)CCC(=O)OCC(COC(CCC1=CC(=C(C(=C1)C(C)(C)C)O)C(C)(C)C)=O)(COC(CCC1=CC(=C(C(=C1)C(C)(C)C)O)C(C)(C)C)=O)COC(CCC1=CC(=C(C(=C1)C(C)(C)C)O)C(C)(C)C)=O